C(C)OCCN1N=C(C(=C1)NC(=O)C=1OC(=CC1)C=1C(=NNC1)C(F)(F)F)C1=NC=CC=C1 N-(1-(2-ethoxyethyl)-3-(pyridin-2-yl)-1H-pyrazol-4-yl)-5-(3-(trifluoromethyl)-1H-pyrazol-4-yl)furan-2-carboxamide